Decamethylenglycol C(CCCCCCCCCO)O